C(C)(C)(C)N1N=C(C(=C1NC(C=C(C)C)=O)C)C1CC(C1)(F)F N-(1-(tert-butyl)-3-(3,3-difluorocyclobutyl)-4-methyl-1H-pyrazol-5-yl)-3-methylbut-2-enamide